ON1C(N(C2=C1C=CC=C2)C2CCNCC2)=O hydroxy-1-(piperidin-4-yl)-1H-benzo[d]imidazol-2(3H)-one